((3R,7aR)-7a-(((7-(2-aminobenzo[d]thiazol-4-yl)-6-chloro-8-fluoro-4-(piperazin-1-yl)quinazolin-2-yl)oxy)methyl)hexahydro-1H-pyrrolizin-3-yl)methanol NC=1SC2=C(N1)C(=CC=C2)C2=C(C=C1C(=NC(=NC1=C2F)OC[C@@]21CCCN1[C@H](CC2)CO)N2CCNCC2)Cl